FC(C1OC2(CCC2)CN(C1)C(=O)OC(C)(C)C)F tert-butyl 6-(difluoromethyl)-5-oxa-8-azaspiro[3.5]nonane-8-carboxylate